The molecule is a glycosyloxyflavone that is 3,5,6,7,4'-pentahydroxyflavonol substituted by a rutinosyl group at position 3 via a glycosidic linkage. Isolated from Daphniphyllum calycinum, it exhibits antioxidant activity. It has a role as a metabolite and a radical scavenger. It is a rutinoside, a tetrahydroxyflavone, a glycosyloxyflavone and a disaccharide derivative. C[C@H]1[C@@H]([C@H]([C@H]([C@@H](O1)OC[C@@H]2[C@H]([C@@H]([C@H]([C@@H](O2)OC3=C(OC4=C(C3=O)C(=C(C(=C4)O)O)O)C5=CC=C(C=C5)O)O)O)O)O)O)O